ClC1=CN=C(C(=N1)N1CCC(CC1)C(=O)OCC)C=1C=C(C2=C(C=CO2)C1)F ethyl 1-(6-chloro-3-(7-fluorobenzofuran-5-yl)pyrazin-2-yl)piperidine-4-carboxylate